(1S,4S)-1-(2-bromoethyl)-4-(2,5-dimethyl-1H-pyrrol-1-yl)cyclopent-2-ene-1-carboxylic acid methyl ester COC(=O)[C@]1(C=C[C@H](C1)N1C(=CC=C1C)C)CCBr